7-hydroxyheptanoic acid OCCCCCCC(=O)O